CC(C=COCC=C(C)C)=C prenyl (3-methylbutadienyl) ether